N-(4-chlorophenyl)-3-[4-[4-(hydroxymethyl)-6-(trifluoromethyl)-3-pyridyl]phenyl]oxetane-3-carboxamide ClC1=CC=C(C=C1)NC(=O)C1(COC1)C1=CC=C(C=C1)C=1C=NC(=CC1CO)C(F)(F)F